N-(3-(azetidin-1-yl)-1-(4-(cyclopropanesulphonylamino)pyridin-2-yl)propyl)-5-(6-ethoxypyrazin-2-yl)thiazole-2-carboxamide N1(CCC1)CCC(C1=NC=CC(=C1)NS(=O)(=O)C1CC1)NC(=O)C=1SC(=CN1)C1=NC(=CN=C1)OCC